C(N)(=O)C1CC(C1)N1N=C(C(=C1)C1(CC2CC(CC2C1)C=1N=CN(C1C(=O)NC1=CC(=C(C=C1)F)Cl)C)O)C(F)(F)F 4-(5-(1-((1r,3r)-3-Carbamoylcyclobutyl)-3-(trifluoromethyl)-1H-pyrazol-4-yl)-5-hydroxyoctahydropentalen-2-yl)-N-(3-chloro-4-fluorophenyl)-1-methyl-1H-imidazole-5-carboxamide